ClC=1N=C(C=2N(C1)N=CC2C#N)C=2C=NC(=CC2)N2CCN(CC2)C(CC(C)C)=O 6-chloro-4-[6-[4-(3-methylbutanoyl)piperazin-1-yl]-3-pyridyl]pyrazolo[1,5-a]pyrazine-3-carbonitrile